tert-butyl (R)-4-(3-(3-amino-6-methylthieno[2,3]pyridine-2-carboxamido)-5-fluorochroman-7-yl)piperazine-1-carboxylate NC1=C(SC=2C=C(C=NC21)C)C(=O)N[C@H]2COC1=CC(=CC(=C1C2)F)N2CCN(CC2)C(=O)OC(C)(C)C